N-(3-chloro-5-(methylsulfonamido)phenyl)-1-methyl-2-(3-methylpyridin-2-yl)-1H-imidazole-4-carboxamide ClC=1C=C(C=C(C1)NS(=O)(=O)C)NC(=O)C=1N=C(N(C1)C)C1=NC=CC=C1C